1-(azetidin-1-yl)-3-(tritylthio)propan-1-one N1(CCC1)C(CCSC(C1=CC=CC=C1)(C1=CC=CC=C1)C1=CC=CC=C1)=O